C(C=C)(=O)OCCOC 2-methoxyethyl acrylate